14-methyl-6,7,13,14-tetrahydro-1,15-ethenopyrazolo[4,3-f][1,4,8,10]benzothiatriazacyclotridecin-4(5H)-one CN1C2=NC3=C(C(NCCSC4=C(C1)C=CC=C4)=O)C=NN3C=C2